COC1=C2C(=NC(=C1)C1=CN(C3=CN=C(C=C31)CC(=O)N)[C@H]3COCC3)C3(OC2)COCC3 (3-(4'-methoxy-4,5-dihydro-2H,5'H-spiro[furan-3,7'-furo[3,4-b]pyridin]-2'-yl)-1-((R)-tetrahydrofuran-3-yl)-1H-pyrrolo[2,3-c]pyridin-5-yl)acetamide